FC1=C(SC2=C1CNCC2)S(=O)(N)=NC(NC2=C1C(=CC=3CCCC23)CC1)=O 3-Fluoro-N'-((2,4,5,6-tetrahydro-1H-cyclobuta[f]inden-3-yl)carbamoyl)-4,5,6,7-tetrahydrothieno[3,2-c]pyridine-2-sulfonimidamide